N-{4-[1-(4-trifluoromethylbenzyl)-1H-[1,2,3]triazol-4-yl]-phenyl}acetamide FC(C1=CC=C(CN2N=NC(=C2)C2=CC=C(C=C2)NC(C)=O)C=C1)(F)F